1-(2-(benzylamino)-2-oxoethyl)-1-(2-((2-methyl-4-(pyrrolidine-1-carbonyl)thiophen-3-yl)amino)-2-oxoethyl)azepan-1-ium C(C1=CC=CC=C1)NC(C[N+]1(CCCCCC1)CC(=O)NC1=C(SC=C1C(=O)N1CCCC1)C)=O